C(\C=C\C(=O)O)(=O)O.FC1=C(C=CC=C1)C1=CC(=CN1S(=O)(=O)C=1C=NC=CC1)CN(C)C [5-(2-Fluoro-phenyl)-1-(pyridine-3-sulfonyl)-1H-pyrrol-3-ylmethyl]-dimethylamine fumarate